1-benzyl-3-(4-((4-(2-(piperidin-1-yl)ethoxy)benzyl)oxy)naphthalen-1-yl)urea C(C1=CC=CC=C1)NC(=O)NC1=CC=C(C2=CC=CC=C12)OCC1=CC=C(C=C1)OCCN1CCCCC1